4-(3-Amino-2,2-dimethylpropanoyl)-N-(1-(4-(2-(4-aminoazepan-1-yl)ethyl)phenyl)-2-oxo-1,2-dihydropyrimidin-4-yl)piperazine-1-carboxamide hydrochloride salt Cl.NCC(C(=O)N1CCN(CC1)C(=O)NC1=NC(N(C=C1)C1=CC=C(C=C1)CCN1CCC(CCC1)N)=O)(C)C